ClC=1C(=NC(=CC1)C1=C(C=C(C=C1C#C)C(F)(F)F)Cl)C(=O)OC Methyl 3-chloro-6-(2-chloro-6-ethynyl-4-(trifluoromethyl) phenyl)picolinate